L-4-thiouracil N1C(=O)NC(=S)C=C1